FC(C(=O)O)(F)F.C(C)=O ethanone (trifluoroacetate)